4-amino-7-cyclopropyl-1-(6-(difluoromethoxy)pyridin-2-yl)pyrido[2,3-d]pyrimidin-2(1H)-one NC=1C2=C(N(C(N1)=O)C1=NC(=CC=C1)OC(F)F)N=C(C=C2)C2CC2